3-(((((9H-fluoren-9-yl)methoxy)carbonyl)(3-methoxy-4-nitrobenzyl) Amino)phenyl)piperidine-1-carboxylate C1=CC=CC=2C3=CC=CC=C3C(C12)COC(=O)N(CC1=CC(=C(C=C1)[N+](=O)[O-])OC)C1=C(C=CC=C1)C1CN(CCC1)C(=O)[O-]